ethyl N-[6-(1-ethylpropylamino)-3-isopropyl-[1,2,4]triazolo[4,3-b]pyridazin-8-yl]carbamate C(C)C(CC)NC=1C=C(C=2N(N1)C(=NN2)C(C)C)NC(OCC)=O